[Re](=O)(=O)([O-])[O-].[NH4+].[NH4+] ammonium rhenate